ClC=1C=C(C=CC1Cl)[C@H]([C@H]1O[C@H]([C@@H]([C@@]1(O)C)O)N1C=CC2=C1NC=NC2=NNC)O (2R,3S,4R,5R)-2-((R)-(3,4-dichlorophenyl)(hydroxy)methyl)-3-methyl-5-(4-(2-methylhydrazineylidene)-1,4-dihydro-7H-pyrrolo[2,3-d]pyrimidin-7-yl)tetrahydrofuran-3,4-diol